Cl.C(C)(C)(C)OC(C[C@H](N)C(=O)OCC1=CC=CC=C1)=O L-aspartic acid-benzyl ester tert-butyl ester hydrochloride